5-carbamoylmethyl-2z-O-methyluridine C(N)(=O)CC=1C(NC(N([C@H]2[C@H](OC)[C@H](O)[C@@H](CO)O2)C1)=O)=O